ClC=1C=C(C=CC1)N[C@@H](C(=O)N1[C@@H]2CC([C@H]([C@@H]1C(=O)N[C@@H](C[C@@H]1C(NCCC1)=O)C#N)CC2)(F)F)CC2CC2 (1S,3R,4S)-2-((R)-2-((3-chlorophenyl)amino)-3-cyclopropylpropanoyl)-N-((S)-1-cyano-2-((R)-2-oxopiperidin-3-yl)ethyl)-5,5-difluoro-2-azabicyclo[2.2.2]octane-3-carboxamide